[1,2-bis(diphenylphosphino)ethane] palladium chloride [Pd](Cl)Cl.C1(=CC=CC=C1)P(CCP(C1=CC=CC=C1)C1=CC=CC=C1)C1=CC=CC=C1